2-(4-(3-fluoro-5-methoxy-4-((4-trityl-4H-1,2,4-triazol-3-yl)methoxy)phenyl)-3-methyl-2-oxo-6-(trifluoromethyl)-2,3-dihydro-1H-benzo[d]imidazol-1-yl)-N-(3-morpholinophenyl)acetamide FC=1C=C(C=C(C1OCC1=NN=CN1C(C1=CC=CC=C1)(C1=CC=CC=C1)C1=CC=CC=C1)OC)C1=CC(=CC=2N(C(N(C21)C)=O)CC(=O)NC2=CC(=CC=C2)N2CCOCC2)C(F)(F)F